C(C)(=O)C1=CNC2=C(C=C(C(=C12)CN1N=C2C=C(C=CC2=C1)C#N)OC)C 2-((3-acetyl-5-methoxy-7-methyl-1H-indol-4-yl)methyl)-2H-indazole-6-carbonitrile